1-(5-((2,3-dihydrobenzo[b][1,4]dioxin-6-yl)amino)-7-(methylamino)pyrazolo[1,5-a]pyrimidin-3-yl)-3-methylurea O1C2=C(OCC1)C=C(C=C2)NC2=NC=1N(C(=C2)NC)N=CC1NC(=O)NC